C(C)(=O)NC1=CC=C(C=C1)[C@@H](C(=O)NC=1SC(=CN1)C(C)C)C (2S)-2-[4-(Acetylamino)phenyl]-N-(5-isopropyl-1,3-thiazol-2-yl)propanamide